N1N=CC=2CC(CCC12)N (4,5,6,7-tetrahydro-1H-indazol-5-yl)-amine